3-(5-((S)-4-methyl-2-oxo-3-(p-tolyl)imidazolidin-1-yl)-1-oxoisoindolin-2-yl)piperidine-2,6-dione C[C@@H]1N(C(N(C1)C=1C=C2CN(C(C2=CC1)=O)C1C(NC(CC1)=O)=O)=O)C1=CC=C(C=C1)C